O1COC2=C1C=CC(=C2)C2=C(C(C2)=O)NC(C2=CC=C(C=C2)F)=O N-[2-(2H-1,3-benzodioxol-5-yl)-4-oxocyclobut-1-en-1-yl]4-fluorobenzamide